N-(4-(3,4-dihydroisoquinolin-2(1H)-yl)-2-(Ethylthio)-6-methylphenyl)-3,3-dimethylbutanamide C1N(CCC2=CC=CC=C12)C1=CC(=C(C(=C1)C)NC(CC(C)(C)C)=O)SCC